CC(C(O)=O)CCCC(C)C 2-methyl-1-oxoisooctanol